3-hydroxybutanehydrazide OC(CC(=O)NN)C